5-{2-acetamidoimidazo[1,2-b]pyridazin-6-yl}-N-{[2-fluoro-5-(trifluoromethyl)phenyl]methyl}-2-methoxypyridine-3-carboxamide C(C)(=O)NC=1N=C2N(N=C(C=C2)C=2C=C(C(=NC2)OC)C(=O)NCC2=C(C=CC(=C2)C(F)(F)F)F)C1